Methylselenoglucose CC(=[Se])[C@H](O)[C@@H](O)[C@H](O)[C@H](O)CO